CN1N=C(C2=CC=C(C=C12)C1=NOC(=N1)C1CCN(CC1)C(=O)C1CC(N(C1)C1=CC=CC=C1)=O)C 4-(4-(3-(1,3-dimethyl-1H-indazol-6-yl)-1,2,4-oxadiazol-5-yl)piperidine-1-carbonyl)-1-phenylpyrrolidin-2-one